1-((3R,4S)-4-((5-(1-(2,2-difluoroethyl)-4-fluoro-1H-benzo[d]imidazol-6-yl)-6-fluoro-4-(methoxy-d3)pyrrolo[2,1-f][1,2,4]triazin-2-yl)amino)-3-fluoropiperidin-1-yl)-2-hydroxyethan-1-one FC(CN1C=NC2=C1C=C(C=C2F)C=2C(=CN1N=C(N=C(C12)OC([2H])([2H])[2H])N[C@@H]1[C@@H](CN(CC1)C(CO)=O)F)F)F